4-((2R,5S)-4-((5-Isopropoxypyridin-2-yl)oxy)-2,5-dimethylpiperidin-1-yl)-1-methyl-2-oxo-1,2-dihydropyrido[3,2-d]pyrimidin-6-carbonitril C(C)(C)OC=1C=CC(=NC1)OC1C[C@H](N(C[C@@H]1C)C=1C2=C(N(C(N1)=O)C)C=CC(=N2)C#N)C